C1(CC1)CN1CCN(CC1)CC1=C(OC2=C(C1=O)C(=CC(=C2)O)O)C2=CC=C(C=C2)O ((4-(cyclopropylmethyl)piperazin-1-yl)methyl)-5,7-dihydroxy-2-(4-hydroxyphenyl)-4H-benzopyran-4-one